(S)-(1-(2-(3-benzyl-3-azaspiro[5.5]undec-9-yl)ethyl)pyrrolidin-2-yl)methanol C(C1=CC=CC=C1)N1CCC2(CC1)CCC(CC2)CCN2[C@@H](CCC2)CO